COC1=C(C=C(C=C1)OC)OC 1,2,4-trimethoxybenzene